N-(2-aminoethyl)-8-(1-methyl-6-(trifluoromethyl)-1H-benzo[d]imidazol-5-yl)indolizine-3-carboxamide NCCNC(=O)C1=CC=C2C(=CC=CN12)C1=CC2=C(N(C=N2)C)C=C1C(F)(F)F